(E)-ethyl 4-(3-bromo-4-(3-(pyridin-4-yl)acryloyloxy)phenyl)-6-methyl-2-thioxo-1,2,3,4-tetrahydropyrimidine-5-carboxylate BrC=1C=C(C=CC1OC(\C=C\C1=CC=NC=C1)=O)C1NC(NC(=C1C(=O)OCC)C)=S